N-hydroxy-1,2,3,4-tetrahydroisoquinoline-7-carboxamide ONC(=O)C1=CC=C2CCNCC2=C1